methyl 2-cyclopropyl-5-fluorobenzo[d]oxazole-6-carboxylate C1(CC1)C=1OC2=C(N1)C=C(C(=C2)C(=O)OC)F